N1CCC(CC1)C=1C=C2C(=NN(C2=CC1)C1OCCCC1)C1=NC=CC(=N1)N1N=CC=C1 1-[2-[5-(4-piperidyl)-1-tetrahydropyran-2-yl-indazol-3-yl]pyrimidin-4-yl]pyrazole